3-(BUTAN-2-YLOXY)PROPANAL CC(CC)OCCC=O